(5-(2-(2-azabicyclo[2.2.2]octan-2-yl)acetamido)-2-methylpyridin-3-yl)-2-(1-(2-methoxyethyl)-1H-pyrazol-4-yl)pyrazolo[5,1-b]thiazole-7-carboxamide C12N(CC(CC1)CC2)CC(=O)NC=2C=C(C(=NC2)C)C=2N1C(SC2C=2C=NN(C2)CCOC)=C(C=N1)C(=O)N